1-(4-((2-amino-5-chloropyridin-3-yl)oxy)-3-methylphenyl)-3-(4-chloro-3-(trifluoromethyl)phenyl)urea NC1=NC=C(C=C1OC1=C(C=C(C=C1)NC(=O)NC1=CC(=C(C=C1)Cl)C(F)(F)F)C)Cl